3-amino-4-(6,7-difluoro-1H-indazol-4-yl)-6-hydroxy-1H-1,7-phenanthrolin-2-one NC=1C(NC2=C3C=CC=NC3=C(C=C2C1C1=C2C=NNC2=C(C(=C1)F)F)O)=O